C(C)(=O)[C@H]1C([C@H](C1)CNC(OCC1=CC=CC=C1)=O)(C)C benzyl {[(1S,3R)-3-acetyl-2,2-dimethylcyclobutyl]methyl}carbamate